ClC1=CC=2C(C3=CC=CC=C3C2C=C1C1=CC=CC=C1)(C)C 2-chloro-9,9-dimethyl-3-phenyl-9H-fluorene